cyclopropyl-6-methyl-2-(m-tolyl)-7H-pyrrolo[2,3-d]pyrimidin-4-amine C1(CC1)C1=C(NC=2N=C(N=C(C21)N)C=2C=C(C=CC2)C)C